4-(2-((2-oxabicyclo[2.1.1]hexan-4-yl)methoxy)-4-(3,8-diazabicyclo[3.2.1]octan-8-yl)-8-fluoro-6-(trifluoromethyl)quinazolin-7-yl)-2-amino-7-fluorobenzo[b]thiophene-3-carbonitrile C12OCC(C1)(C2)COC2=NC1=C(C(=C(C=C1C(=N2)N2C1CNCC2CC1)C(F)(F)F)C1=CC=C(C=2SC(=C(C21)C#N)N)F)F